C(C)(C)(C)OC(=O)N[C@H]1CNCC[C@@H]2N(C1=O)[C@@H](CC2)C(=O)O (5S,8S,10aR)-5-[(tert-butoxycarbonyl)-amino]-6-oxo-octahydro-1H-pyrrolo[1,2-a][1,5]diazocine-8-carboxylic acid